(2S)-2-acetamido-5-amino-5-oxo-pentanoic acid C(C)(=O)N[C@H](C(=O)O)CCC(=O)N